C(CCC)N1N=CC=C1 1-butyl-1H-pyrazol